FC1=CC=C(C=C1)C(CN1CCC(CC1)CN(C(=O)Cl)C)=O N-({1-[2-(4-fluorophenyl)-2-oxoethyl]piperidin-4-yl}methyl)-N-methylcarbamoyl chloride